3-[[(2R,5R)-2-[[bis(4-methoxyphenyl)-phenyl-methoxy]methyl]-5-(6-chloropurin-9-yl)-4-methoxy-tetrahydrofuran-3-yl]oxy-(diisopropylamino)phosphanyl]oxypropanenitrile COC1=CC=C(C=C1)C(OC[C@H]1O[C@H](C(C1OP(OCCC#N)N(C(C)C)C(C)C)OC)N1C2=NC=NC(=C2N=C1)Cl)(C1=CC=CC=C1)C1=CC=C(C=C1)OC